C1(CC1)C(=O)N1CC(C1)C1=CC2=C(C3=C(C(C=C(N3CC2)OC[C@H]2OCCOC2)=O)C)C=C1 9-[1-(cyclopropanecarbonyl)azetidin-3-yl]-4-[[(2S)-1,4-dioxan-2-yl]methoxy]-1-methyl-6,7-dihydrobenzo[a]quinolizin-2-one